C(C)(C)(C)OC(=O)N[C@H](C(=O)OC)CCS(=O)(=N)CCC(C)(C)C (2S)-methyl 2-((tert-butoxycarbonyl)amino)-4-(3,3-dimethylbutylsulfonimidoyl)butanoate